ClC=1C(=C(C(=CC1)C(F)F)C1=CN=C(C(=N1)C(=O)O)COC1CC1)F 6-(3-Chloro-6-(difluoromethyl)-2-fluorophenyl)-3-(cyclopropoxymethyl)pyrazine-2-carboxylic acid